[Cl-].C(CCCCCCCCCCCCCCCCC)[N+](CCC[Si](OC)(OC)OC)(C)C octadecyl-dimethyl-(gamma-trimethoxysilylpropyl)-ammonium chloride